[Si](C1=CC=CC=C1)(C1=CC=CC=C1)(C(C)(C)C)OC[C@@H]1[C@@H](C=C[C@H](O1)C1=CC=CC=C1)O (1S)-1,5-anhydro-2,3-dideoxy-6-O-(tert-butyldiphenylsilyl)-1-C-phenyl-D-threo-hex-2-enitol